O=C([C@H](O)[C@@H](O)[C@H](O)[C@H](O)CO)OCCCCCCCCCCCCCCCCCC.[Ca] calcium stearyl gluconate